2-chloro-1-fluoro-12-(methylthio)-5,5a,6,7,9,10-hexahydro-4H-8-oxa-3,10a,11,13-tetraazanaphtho[1,8-ab]heptalene ClC=1C(=C2N=C(N=C3C2=C(CCC2CCOCCN32)N1)SC)F